bis(trimethylsilyl)amide sodium salt [Na+].C[Si](C)(C)[N-][Si](C)(C)C